C1(CCCCC1)[C@H](O)[C@@H]1N2C(C3=CC=CC=C13)=CN=C2 (S)-cyclohexyl((R)-5H-imidazo[5,1-a]isoindol-5-yl)methanol